(S)-1-(4-(3-((1r,3r,5S,7S)-3,5-dimethyladamantan-1-yl)ureido)-3-fluorobenzoyl)piperidine-3-carboxylic acid ethyl ester C(C)OC(=O)[C@@H]1CN(CCC1)C(C1=CC(=C(C=C1)NC(=O)NC12C[C@]3(C[C@](CC(C1)C3)(C2)C)C)F)=O